N-isopropylbutan-1-amine C(C)(C)NCCCC